ClC1=CC=C(C=C1)N1CCN(CC1)C(=O)C1=NOC(=C1[N+](=O)[O-])C (4-chlorophenyl)(4-(5-methyl-4-nitroisoxazole-3-carbonyl)piperazine)